CN(C=C(C=O)C)C 3-(dimethylamino)-2-methylpropan-2-en-1-one